3-(2-cyclopropylpyrimidin-5-yl)-5-(3-isopropyl-5-(1-propylpiperidin-4-yl)-1H-indol-2-yl)-1-methylpyridin-2(1H)-one C1(CC1)C1=NC=C(C=N1)C=1C(N(C=C(C1)C=1NC2=CC=C(C=C2C1C(C)C)C1CCN(CC1)CCC)C)=O